2,6-dimethyl-3-nitrobenzene-1-sulfonyl chloride CC1=C(C(=CC=C1[N+](=O)[O-])C)S(=O)(=O)Cl